BrC=1C=C(C=CC1)S(=O)(=O)N1CC(C1)CN(C)C 1-[1-(3-bromophenyl)sulfonyl-azetidin-3-yl]-N,N-dimethyl-methylamine